1-butyl-pyrrolidinone C(CCC)N1C(CCC1)=O